1,3,5-triethyl-2,4-di(isocyanatomethyl)benzene C(C)C1=C(C(=C(C(=C1)CC)CN=C=O)CC)CN=C=O